1H-imidazo[1,2-a]pyrimidin-5-one N1C=CN2C1=NC=CC2=O